propane-1,2-diylbis(pyrrolidine-1-carboxylate) C(C(C)C1N(CCC1)C(=O)[O-])C1N(CCC1)C(=O)[O-]